(2S)-N-((1-methyl-1H-indazol-5-yl)methyl)-4-(5-methylindolin-1-yl)-1-((2R,3S)-3-(pyrrolidine-1-carbonyl)piperidine-2-carbonyl)pyrrolidine-2-carboxamide CN1N=CC2=CC(=CC=C12)CNC(=O)[C@H]1N(CC(C1)N1CCC2=CC(=CC=C12)C)C(=O)[C@@H]1NCCC[C@@H]1C(=O)N1CCCC1